CC1(CS(CC(C#C1)(C)C)(=O)=NS(=O)(=O)C=1C=C(C(=O)OC)C=CC1)C methyl 3-(N-(3,3,6,6-tetramethyl-1-oxido-4,5-didehydro-2,3,6,7-tetrahydro-1λ6-thiepin-1-ylidene)sulfamoyl)benzoate